4-(6-ethyl-2,3-dihydrobenzo[e][1,4]oxazepin-1(5H)-yl)-7-(2-hydroxyethoxy)-1-methyl-2-oxo-1,2-dihydroquinazoline-6-carbonitrile C(C)C1=CC=CC=2N(CCOCC21)C2=NC(N(C1=CC(=C(C=C21)C#N)OCCO)C)=O